p-fluorophenyl-ascorbate FC1=CC=C(C=C1)OC1=C(C(=O)O[C@@H]1[C@@H](O)CO)O